COC(CCC1=CC(=C(C=C1)O)I)=O 3-(4-hydroxy-3-iodophenyl)propanoic acid methyl ester